NC(C(C)(C1CCCCC1)C1CCCCC1)N diaminodicyclohexyl-dimethyl-methane